4-((1-(3-(difluoromethyl)-2-fluorophenyl)ethyl)amino)-2-methoxy-6-morpholino-pyrido[4,3-d]pyrimidin-7(6H)-one FC(C=1C(=C(C=CC1)C(C)NC=1C=2C(N=C(N1)OC)=CC(N(C2)N2CCOCC2)=O)F)F